FCC=1C=C(C=CC1C)NC1=NC=C(C(=N1)NN1C(OC2=C1C=CC=C2)=O)C (2-(3-(fluoromethyl)-4-methylphenylamino)-5-methylpyrimidin-4-ylamino)benzo[d]oxazol-2(3H)-one